NC1=C(C=CC(=C1F)NCC1=CC=C(C=C1)C(F)(F)F)NC([C@H]([C@@H](CCCCC)F)F)=O (2R,3R)-N-(2-amino-3-fluoro-4-((4-(trifluoromethyl)benzyl)amino)phenyl)-2,3-difluorooctanamide